1-butyl-2,3-dimethylimidazolium bicarbonate C([O-])(O)=O.C(CCC)N1C(=[N+](C=C1)C)C